N1C=CC=2C1=CN=C(C2)N 1H-pyrrolo[2,3-c]pyridine-5-amine